3-((2-tridecyl-1,3-dioxolan-4-yl)methoxy)propan-1-ol C(CCCCCCCCCCCC)C1OCC(O1)COCCCO